5-[4-amino-5-(trifluoromethyl)pyrrolo-[2,1-f][1,2,4]triazin-7-yl]-3-fluoro-N-[(3R,4S)-4-fluoro-1-(3,3,3-trifluoro-2-methylpropanoyl)pyrrolidin-3-yl]-2-methylbenzamide NC1=NC=NN2C1=C(C=C2C=2C=C(C(=C(C(=O)N[C@@H]1CN(C[C@@H]1F)C(C(C(F)(F)F)C)=O)C2)C)F)C(F)(F)F